(S)-1-(2-(5-Chloro-1-methyl-3-(5-methylisoxazol-3-yl)-1H-pyrazol-4-yl)ethyl)-N-isopentylazepan-3-amine ClC1=C(C(=NN1C)C1=NOC(=C1)C)CCN1C[C@H](CCCC1)NCCC(C)C